1-[(1,3-dimethyl-1H-pyrazol-4-yl)(1-methylpiperidin-3-yl)sulfamoyl]-3-(1,2,3,5,6,7-hexahydro-s-indacen-4-yl)urea sodium salt [Na].CN1N=C(C(=C1)N(S(=O)(=O)NC(=O)NC1=C2CCCC2=CC=2CCCC12)C1CN(CCC1)C)C